FC1=C(C=CC=C1C(F)(F)F)[C@@H](C)NC(=O)C1=NN(C(C=C1)=O)C1=CN=NC(=C1)C=1N(N=NC1)C N-[(1R)-1-[2-fluoro-3-(trifluoromethyl)phenyl]ethyl]-1-[6-(3-methyltriazol-4-yl)pyridazin-4-yl]-6-oxo-pyridazine-3-carboxamide